N-methyl-N-(4-nitrophenyl)benzylamine CN(C1=CC=C(C=C1)[N+](=O)[O-])CC1=CC=CC=C1